C(C)OC(=O)C=1C=NC(=NC1)NC1=CC(=C(C=C1)OC1=CC2=C(N(C=N2)C)C=C1)C ((3-methyl-4-((1-methyl-1H-benzimidazol-5-yl)oxy)phenyl)amino)pyrimidine-5-carboxylic acid ethyl ester